[1-[(2-(methylsulfinyl)-5-oxo-6,7-dihydrothieno[3,2-d]pyrimidin-4-yl)amino]cyclobutyl]methanol CS(=O)C=1N=C(C2=C(N1)CCS2=O)NC2(CCC2)CO